N-(2-(2-(1H-tetrazol-5-yl)phenyl)-6-(4-(2-methoxyphenyl)piperazin-1-yl)pyridin-4-yl)-2-(p-tolyl)acetamide N1N=NN=C1C1=C(C=CC=C1)C1=NC(=CC(=C1)NC(CC1=CC=C(C=C1)C)=O)N1CCN(CC1)C1=C(C=CC=C1)OC